C(C)(C)(C)OC(=O)NCC1(CCN(CC1)C=1N=CC(=NC1)SC1=C(C(=NC=C1)C1CCN(CC1)C(=O)OCC[Si](C)(C)C)Cl)C 2-(Trimethylsilyl)ethyl 4-(4-((5-(4-(((tert-butoxycarbonyl)amino)methyl)-4-methylpiperidin-1-yl)pyrazin-2-yl)thio)-3-chloropyridin-2-yl)piperidine-1-carboxylate